3-[2-(1,3-Benzodioxole-5-yl)ethyl]-6-(naphthalene-2-yl)-7H-[1,2,4]triazolo[3,4-b][1,3,4]thiadiazine O1COC2=C1C=CC(=C2)CCC2=NN=C1SCC(=NN12)C1=CC2=CC=CC=C2C=C1